C(CCCCCCCCCCCCCCCCCCCCC)OC(CCSCC(C(=O)OC(CCCCCCCC)CCCCCCCC)CC(=O)NCCCN1CCOCC1)=O heptadecan-9-yl 2-(((3-(docosyloxy)-3-oxopropyl)thio)methyl)-4-((3-morpholinopropyl)amino)-4-oxobutanoate